6-chloro-N-(3-chloro-5-(methylsulfonyl)phenyl)indolizine-2-carboxamide ClC1=CN2C=C(C=C2C=C1)C(=O)NC1=CC(=CC(=C1)S(=O)(=O)C)Cl